NC=1C=2N(C=CN1)C(=NC2Br)[C@@H]2CC[C@@H]1N(C(CN(C1)C(C)C)=O)C2 (7R,9aS)-7-(8-amino-1-bromoimidazo[1,5-a]pyrazin-3-yl)-2-isopropylhexahydro-1H-pyrido[1,2-a]pyrazin-4(6H)-one